C(C=C)(=O)N1C[C@@H](CC1)N1N=C(C=2C1=NC=NC2N)C(=O)NC=2OC1=C(N2)C=C(C=C1)OC (R)-1-(1-acryloylpyrrolidin-3-yl)-4-amino-N-(5-methoxybenzo[d]oxazol-2-yl)-1H-pyrazolo[3,4-d]pyrimidine-3-carboxamide